1-((((2-(6-cyclopropyl-4-(4-fluoro-2-(4-methyl-4H-1,2,4-triazol-3-yl)phenyl)pyridin-2-yl)-7-(trifluoromethyl)benzo[d]oxazol-5-yl)methyl)(ethyl)amino)methyl)cyclopentane-1-carbonitrile C1(CC1)C1=CC(=CC(=N1)C=1OC2=C(N1)C=C(C=C2C(F)(F)F)CN(CC)CC2(CCCC2)C#N)C2=C(C=C(C=C2)F)C2=NN=CN2C